ClC1=CC(=C(C=C1)C1=NC(=CC=2N=C(N(C(C21)=O)C)C)N2C[C@H](O[C@H](C2)C2=CSC=C2)C)F 5-(4-chloro-2-fluoro-phenyl)-2,3-dimethyl-7-((2R,6S)-2-methyl-6-(3-thiophenyl)-4-morpholinyl)pyrido-[4,3-d]pyrimidin-4(3H)-one